C(C)N1C(NC2=C(C1=O)SC(=C2)CN2CCN(CC2)C2=C(C=C(C(=O)NC)C=C2)F)=O 4-(4-((3-ethyl-2,4-dioxo-1,2,3,4-tetrahydrothieno[3,2-d]pyrimidin-6-yl)methyl)piperazin-1-yl)-3-fluoro-N-methylbenzamide